(2S)-2-[(5S)-3-tert-butoxycarbonyl-2,2-dimethyl-oxazolidin-5-yl]-2-(9H-fluoren-9-ylmethoxycarbonylamino)acetic acid C(C)(C)(C)OC(=O)N1C(O[C@@H](C1)[C@@H](C(=O)O)NC(=O)OCC1C2=CC=CC=C2C=2C=CC=CC12)(C)C